3-(((benzyloxy)carbonyl)amino)-2,2-dimethylpropionic acid C(C1=CC=CC=C1)OC(=O)NCC(C(=O)O)(C)C